BrC1CC=2C(=NC3=CC=CC=C3C2)O1 bromo-2,3-dihydrofuro[2,3-b]quinoline